ClC1=NC=NC2=C1N(C=1C=C(C=C(C21)F)F)CC2=CC=C(C=N2)CP(O)(O)=O ((6-((4-chloro-7,9-difluoro-5H-pyrimido[5,4-b]indol-5-yl)methyl)pyridin-3-yl)methyl)phosphonic acid